N[C@@H](CC1=CNC=N1)C(=O)N1CC(C1)OC1=CC=CC(=C1C(=O)O)O 6-[(1-L-histidyl-azetidin-3-yl)oxy]-2-hydroxybenzoic acid